Methyl (E,7S)-7-[tert-butyl(dimethyl)silyl]oxy-9-(4,4,5,5-tetramethyl-1,3,2-dioxaborolan-2-yl)non-8-enoate [Si](C)(C)(C(C)(C)C)O[C@@H](CCCCCC(=O)OC)\C=C\B1OC(C(O1)(C)C)(C)C